N2,N2,N2',N2',N7,N7,N7',N7'-octa(4-methoxyphenyl)-9,9'-spirobi[9H-fluorene]-2,2',7,7'-tetramine COC1=CC=C(C=C1)N(C1=CC=2C3(C4=CC(=CC=C4C2C=C1)N(C1=CC=C(C=C1)OC)C1=CC=C(C=C1)OC)C1=CC(=CC=C1C=1C=CC(=CC13)N(C1=CC=C(C=C1)OC)C1=CC=C(C=C1)OC)N(C1=CC=C(C=C1)OC)C1=CC=C(C=C1)OC)C1=CC=C(C=C1)OC